5H-pyrrolo[1,2-a]imidazole N1=C2N(C=C1)CC=C2